tert-butyl {2-[5-methyl-2-(trifluoromethyl)-1,3-thiazol-4-yl]-2-oxoethyl}carbamate CC1=C(N=C(S1)C(F)(F)F)C(CNC(OC(C)(C)C)=O)=O